1-((3S,5R,8R,9S,10S,12R,13S,14S,17R)-12,14-dihydroxy-10,13-dimethyl-17-(5-oxo-2,5-dihydrofuran-3-yl)hexadecahydro-1H-cyclopenta[a]phenanthren-3-yl)-3-(2-(piperazin-1-yl)ethyl)urea O[C@H]1[C@@]2([C@H](CC[C@@]2([C@@H]2CC[C@@H]3C[C@H](CC[C@@]3([C@H]2C1)C)NC(=O)NCCN1CCNCC1)O)C=1COC(C1)=O)C